NC(CC(C)O)C=1C=C(C=CC1F)NC(C1=C(C=C(C(=C1)C(F)(F)F)C1CC1)OC1=C(C=C(C=C1)F)C)=O N-(3-(1-amino-3-hydroxybutyl)-4-fluorophenyl)-4-cyclopropyl-2-(4-fluoro-2-methylphenoxy)-5-(trifluoromethyl)benzamide